BrCCCC(CC)Br 1,4-dibromohexane